C(C(C)C)C1=C(C(=C(S1)S(=O)(=O)NC([O-])=O)C1=CC=C(C=C1)CN1C(=NC=C1)C(C)C)C ((5-isobutyl-3-(4-((2-isopropyl-1H-imidazol-1-yl)methyl)phenyl)-4-methylthiophene-2-yl)sulfonyl)carbamate